ClC=1C=C(C=CC1)C=1N=C(C=2N(C1C=1C=C3C(=CC=NC3=CC1)C)N=NN2)N 6-(3-chlorophenyl)-5-(4-methylquinolin-6-yl)tetrazolo[1,5-a]pyrazin-8-amine